C(C)(C)(C)OC(=O)N1[C@](C[C@@H](C1)O[Si](C)(C)C(C)(C)C)(C(=O)O)C (2R,4S)-1-(tert-butoxycarbonyl)-4-((tert-butyldimethylsilyl)oxy)-2-methylpyrrolidine-2-carboxylic acid